ClC=1C=C(C=CC1)C1C(C1)C(=O)NC1=NC=CC(=N1)Cl 2-(3-chlorophenyl)-N-(4-chloropyrimidin-2-yl)cyclopropane-1-carboxamide